IC1=CC=2N(C=C1)C(=CN2)C 7-iodo-3-methylimidazo[1,2-a]pyridine